(2-cyanoethyl) 4-morpholinepropionate N1(CCOCC1)CCC(=O)OCCC#N